N1-(5-Chloropyrazolo[1,5-a]pyrimidin-7-yl)benzene-1,3-diamine ClC1=NC=2N(C(=C1)NC1=CC(=CC=C1)N)N=CC2